(3S)-3-(5-{[(3S,4S)-4-(methoxymethyl)-1-{[2-(oxan-4-yl)quinoxalin-6-yl]methyl}pyrrolidin-3-yl]oxy}-1-oxo-2,3-dihydro-1H-isoindol-2-yl)piperidine-2,6-dione COC[C@H]1[C@@H](CN(C1)CC=1C=C2N=CC(=NC2=CC1)C1CCOCC1)OC=1C=C2CN(C(C2=CC1)=O)[C@@H]1C(NC(CC1)=O)=O